ClC=1C=C(C(=NC1)C(=O)NC=1SC2=C(N1)C=CC(=C2)C(=O)O)OCCC 2-(5-chloro-3-propoxypicolinamido)benzo[d]thiazole-6-carboxylic acid